10,10'-(5-(chlorodiphenylsilyl)-1,3-phenylene)bis(10H-phenoxazine) Cl[Si](C=1C=C(C=C(C1)N1C2=CC=CC=C2OC=2C=CC=CC12)N1C2=CC=CC=C2OC=2C=CC=CC12)(C1=CC=CC=C1)C1=CC=CC=C1